FC1=CC=C(C=C1)C(=O)N1[C@@H](C=2N(CC1)C(=NC2N2CCOCC2)C2=NC(=NS2)C)C (R)-(4-fluorophenyl)(8-methyl-3-(3-methyl-1,2,4-thiadiazol-5-yl)-1-morpholino-5,6-Dihydroimidazo[1,5-a]pyrazin-7(8H)-yl)methanone